(4-(2-methoxyethoxy)naphthyl)tetrahydrothiophen-1-ium triflate [O-]S(=O)(=O)C(F)(F)F.COCCOC1=CC=C(C2=CC=CC=C12)[S+]1CCCC1